(1R,3S)-3-(1-(tert-butyl)-5-((2,2-dioxido-1,3-dihydrobenzo[c]thiophen-5-yl)amino)-1H-pyrazol-3-yl)cyclopentyl (4-nitrophenyl) carbonate C(O[C@H]1C[C@H](CC1)C1=NN(C(=C1)NC1=CC2=C(CS(C2)(=O)=O)C=C1)C(C)(C)C)(OC1=CC=C(C=C1)[N+](=O)[O-])=O